CN1C(SC2=C1C1=CC=CC=C1C=C2)=CC(=O)C=2C(OC1=CC=CC=C1C2)=O 3-[(1-methylnaphtho[1,2-d]thiazol-2-ylidene)acetyl]coumarin